6,11-dihydro-11-(1-methyl-4-piperidylidene)-5H-imidazo[2,1-b][3]benzazepine-3-methanol CN1CCC(CC1)=C1C=2N(CCC3=C1C=CC=C3)C(=CN2)CO